(3S,4R)-4-phenyl-N-{4-[6-(trifluoromethyl)pyridin-3-yl]phenyl}pyrrolidine-3-carboxamide hydrochloride Cl.C1(=CC=CC=C1)[C@H]1[C@@H](CNC1)C(=O)NC1=CC=C(C=C1)C=1C=NC(=CC1)C(F)(F)F